methyl 4-(5-fluoro-4-(1-fluoroethyl)pyridin-3-yl)-2-(fluoromethyl)-5-oxo-1,4,5,7-tetrahydrofuro[3,4-b]pyridine-3-carboxylate FC=1C(=C(C=NC1)C1C2=C(NC(=C1C(=O)OC)CF)COC2=O)C(C)F